ClC1=CC(=CC=2C=COC21)C2=CC=C(C=C2)C(=O)N2CCC(CC2)F 7-chloro-5-(4-(4-fluoro-piperidine-1-carbonyl)phenyl)benzofuran